tert-butyl 4-[4-[[4-chloro-5-(trifluoromethyl)pyrimidin-2-yl]amino]-5-isopropoxy-2-methyl-phenyl]piperidine-1-carboxylate ClC1=NC(=NC=C1C(F)(F)F)NC1=CC(=C(C=C1OC(C)C)C1CCN(CC1)C(=O)OC(C)(C)C)C